C[C@H]1[C@H]([C@H]([C@@H]([C@@H](O1)O[C@@H]2[C@H](O[C@H]([C@@H]([C@H]2O[C@H]3[C@@H]([C@H]([C@H]([C@H](O3)CO)O)O)O)NC(=O)C)O[C@H]4[C@H]([C@H](O[C@H]([C@@H]4O)O[C@H]([C@@H](CO)O)[C@@H]([C@H](CO)O)O[C@H]5[C@H]([C@@H]([C@@H]([C@@H](O5)C)O)O)O)CO)O)CO)O)O)O The molecule is an alpha-L-fucoside comprising D-glucitol having an alpha-L-fucosyl group attached at the 3-position as well as a beta-D-galactosyl-(1->3)-[alpha-L-fucosyl-(1->4)]-N-acetyl-beta-D-glucosaminyl-(1->3)-beta-D-galactosyl group attached at the 4-position. It derives from a D-glucitol.